3-[2-(bromomethyl)-5-chloro-phenyl]propionic acid ethyl ester C(C)OC(CCC1=C(C=CC(=C1)Cl)CBr)=O